2,5-bis(4-naphthyl)-1,3,4-oxadiazole C1=CC=C(C2=CC=CC=C12)C=1OC(=NN1)C1=CC=CC2=CC=CC=C12